2-(3-hydroxy-2,2-dimethylpropanamido)-5,5,7,7-tetramethyl-5,7-dihydro-4H-thieno[2,3-c]pyran-3-carboxamide OCC(C(=O)NC1=C(C2=C(C(OC(C2)(C)C)(C)C)S1)C(=O)N)(C)C